7-(2,3,5-Tri-O-benzoyl-β-D-ribofuranosyl)-5-[3-({[2-(trimethylsilyl)ethoxy]carbonyl}amino)propyl]-7H-pyrrolo[2,3-d]pyrimidin-4-amine C(C1=CC=CC=C1)(=O)O[C@H]1[C@@H](O[C@@H]([C@H]1OC(C1=CC=CC=C1)=O)COC(C1=CC=CC=C1)=O)N1C=C(C2=C1N=CN=C2N)CCCNC(=O)OCC[Si](C)(C)C